CN1N=CC(=C1)C(C(=O)O)=O 2-(1-methyl-1H-pyrazol-4-yl)-2-oxoacetic acid